C(C1N(S(OC1)(=O)=O)C(=O)OC(C)(C)C)([2H])([2H])[2H] tert-butyl 4-(methyl-d3)-1,2,3-oxathiazolidine-3-carboxylate 2,2-dioxide